(1-(1-(2,6-difluorophenyl)ethyl)-1H-pyrazol-4-yl)-5-(thiophen-2-yl)isoxazole-3-carboxamide FC1=C(C(=CC=C1)F)C(C)N1N=CC(=C1)C=1C(=NOC1C=1SC=CC1)C(=O)N